2-fluoro-6-[(4-hydroxy-2-methoxybenzyl)amino]-9-(tetrahydrofuran-2-yl)-9H-purine FC1=NC(=C2N=CN(C2=N1)C1OCCC1)NCC1=C(C=C(C=C1)O)OC